2-[[2-(ethoxymethyl)-5-oxido-imidazo[4,5-c]quinolin-5-ium-1-yl]methoxy]ethyl-trimethyl-silane C(C)OCC=1N(C2=C(C=[N+](C=3C=CC=CC23)[O-])N1)COCC[Si](C)(C)C